C(C)C1CNC=2C=CC=C3C=C(N1C32)C=3N=C2N(N=CC(=C2)C=O)C3C [2-(11-ethyl-1,9-diazatricyclo[6.3.1.04,12]dodeca-2,4,6,8(12)-tetraen-2-yl)-3-methyl-imidazo[1,2-b]pyridazin-7-yl]methanone